OC(=O)C(F)(F)F.N1CC(C1)C1=CC=C(N=N1)C1=C(C=C(C=C1)C=1C=CC=2N(C1)C=CN2)O 2-(6-(azetidin-3-yl)pyridazin-3-yl)-5-(imidazo[1,2-a]pyridin-6-yl)phenol TFA salt